(4-bromo-2-chlorophenyl)(3,3-difluoropyrrolidin-1-yl)methanone BrC1=CC(=C(C=C1)C(=O)N1CC(CC1)(F)F)Cl